C(C)C1C(C1C1=CC(=CC(=C1)C(F)(F)F)C(F)(F)F)(Cl)Cl rac-ethyl-3-(3,5-bis(trifluoromethyl)phenyl)-2,2-dichlorocyclopropane